The molecule is a methyl N-(2,6-dimethylphenyl)-N-(methoxyacetyl)alaninate that is the more active R-enantiomer of metalaxyl. A systemic fungicide, it is active against phytopathogens of the order Peronosporales and is used to conrtrol Pythium in a number of vegetable crops. It has a role as an agrochemical. It is a methyl N-(2,6-dimethylphenyl)-N-(methoxyacetyl)alaninate, a D-alanine derivative, an acylamino acid fungicide and an anilide fungicide. It derives from a D-alanine. It is an enantiomer of a (S)-metalaxyl. CC1=C(C(=CC=C1)C)N([C@H](C)C(=O)OC)C(=O)COC